C1(CC1)C=1N=CC=2C=C3C(=C(C2C1)S(=O)(=O)NC1CC(C1)F)C[C@@H](C3)NC=3C=NC(=CC3)C=3N=NN(N3)C (7R)-3-cyclopropyl-N-(3-fluorocyclobutyl)-7-[[6-(2-methyltetrazol-5-yl)pyridin-3-yl]amino]-7,8-dihydro-6H-cyclopenta[g]isoquinoline-5-sulfonamide